8-azabicyclo[3.2.1]oct-3-ene-8-carboxylate C12CC=CC(CC1)N2C(=O)[O-]